N6-formyl-adenosine ethyl-2-cyclobutylpyrimidine-5-carboxylate C(C)C1=NC(=NC=C1C(=O)OC[C@@H]1[C@H]([C@H]([C@@H](O1)N1C=NC=2C(NC=O)=NC=NC12)O)O)C1CCC1